C(C1=CC=CC=C1)(C1=CC=CC=C1)(C1=CC=CC=C1)N1N=C(N=C1)C=O 1-trityl-1H-1,2,4-triazole-3-carbaldehyde